C(C)OC=1C=C(C=CC1OCC)C1=NC2=CC(=CC=C2C(C1OCC)=O)OCC 2-(3,4-diethoxyphenyl)-3,7-diethoxyquinolin-4-one